CC12C3C(C(C=C1)C2)C(=O)OC3=O methyl-bicyclo(2.2.1)hept-5-ene-2,3-dicarboxylic acid anhydride